CC(COC(=O)C1C2C=CC(C1)C2=O)CCC 5-(2-methylpentyloxycarbonyl)-7-oxo-bicyclo[2.2.1]Hept-2-ene